S-methylthiourea CS=C(N)N